The molecule is a quinolone that is quinoline-5,8-dione in which the hydrogen at position 6 is replaced by an anilino group. It has a role as an antineoplastic agent and an EC 4.6.1.2 (guanylate cyclase) inhibitor. It is a quinolone, an aminoquinoline, an aromatic amine and a member of p-quinones. C1=CC=C(C=C1)NC2=CC(=O)C3=C(C2=O)C=CC=N3